CC(C=C)(CCC=C(CC)C)O 3,7-dimethylnona-1,6-dien-3-ol